CN1[C@@H]([C@H](CC1=O)C(=O)NCCOCCCCOCCCC(=O)OC)C=1C=NC=CC1 Methyl 4-(4-(2-((2S,3S)-1-methyl-5-oxo-2-(pyridin-3-yl)pyrrolidine-3-carboxamido) ethoxy)butoxy)butanoate